ethyl 5-(6-methylpyrimidin-4-yl)-1H-pyrazole-3-carboxylate CC1=CC(=NC=N1)C1=CC(=NN1)C(=O)OCC